Ethyl-5-chloro-1-[2-(trifluoromethyl)cyclopropyl]-1H-imidazol-4-carboxylat C(C)OC(=O)C=1N=CN(C1Cl)C1C(C1)C(F)(F)F